(4-{[2-(cyclopropanecarboxamido)pyridin-4-yl]oxy}-3-fluorophenyl)-1-(4-chlorotrifluoromethylphenyl)-1H-imidazole-4-carboxamide C1(CC1)C(=O)NC1=NC=CC(=C1)OC1=C(C=C(C=C1)C=1N(C=C(N1)C(=O)N)C1=C(C=C(C=C1)Cl)C(F)(F)F)F